3-[3-[(4-methoxyphenyl)methyl]-2,4-dioxohexahydropyrimidin-1-yl]benzaldehyde COC1=CC=C(C=C1)CN1C(N(CCC1=O)C=1C=C(C=O)C=CC1)=O